S1(C=CC2=C1C=CC=C2)C2=CC=CC=1NC3=CC=CC=C3C21 4-(benzothiophen-1-yl)carbazole